(2R,6R)-6-methyl-N-(3-oxa-7-azabicyclo[3.3.1]nonan-9-yl)-4-[8-(trifluoromethyl)-5-quinolyl]morpholine-2-carboxamide C[C@H]1O[C@H](CN(C1)C1=C2C=CC=NC2=C(C=C1)C(F)(F)F)C(=O)NC1C2COCC1CNC2